ClC(=O)OC1CCCCC1 cyclohexyl chloroformate